C1(CCCC1)N1C(=CC2=C1N=C(N=C2)NC2=NC=C(C=C2)N2CCC(CC2)N(C)CC2=CC=C(C=C2)NC2C(NC(CC2)=O)=O)C(=O)N(C)C 7-cyclopentyl-2-((5-(4-((4-((2,6-dioxopiperidin-3-yl)amino)benzyl)(methyl)amino)piperidin-1-yl)pyridin-2-yl)amino)-N,N-dimethyl-7H-pyrrolo[2,3-d]pyrimidine-6-carboxamide